5-bromo-3-iodo-1-{[2-(trimethylsilyl)ethoxy]methyl}-1H-pyrrolo[2,3-b]pyridine BrC=1C=C2C(=NC1)N(C=C2I)COCC[Si](C)(C)C